FC1=C2CC(CC2=CC(=C1)OCCN1N=CN=N1)CNCCC1CN(C(O1)=O)C1=NC2=C(OCC(N2)=O)N=C1 6-[5-[2-[[4-fluoro-6-[2-(tetrazol-2-yl)ethoxy]-2,3-dihydro-1H-inden-2-yl]methylamino]ethyl]-2-oxo-1,3-oxazolidin-3-yl]-4H-pyrazino[2,3-b][1,4]oxazin-3-one